tert-butyl (R)-methyl(1-(6-(4-(trifluoromethyl)phenyl)pyridazin-3-yl)ethyl)carbamate CN(C(OC(C)(C)C)=O)[C@H](C)C=1N=NC(=CC1)C1=CC=C(C=C1)C(F)(F)F